ClC1=NN(C2=NC(=NC(=C21)N([C@@H]2CC[C@@H](N(C2)C(=O)OCC2=CC=CC=C2)C)C)Cl)C2OCCCC2 benzyl (2S,5R)-5-((3,6-dichloro-1-(tetrahydro-2H-pyran-2-yl)-1H-pyrazolo[3,4-d]pyrimidin-4-yl)(methyl)amino)-2-methylpiperidine-1-carboxylate